S-benzylisothiourea p-toluenesulfinate CC1=CC=C(C=C1)S(=O)O.C(C1=CC=CC=C1)SC(N)=N